Cl.ClC1=NC(=CC(=C1CCC(C)N)OC)Cl 4-(2,6-dichloro-4-methoxypyridin-3-yl)butan-2-amine hydrochloride